Cl.FC=1C=C2C(=C(N(C2=CC1F)C)C(=O)N1CCNCC1)OCCOCCOCCOCCO [5,6-Difluoro-3-(2-{2-[2-(2-hydroxyethoxy)ethoxy]ethoxy}ethoxy)-1-methyl-1H-indol-2-yl]piperazin-1-yl-methanone Hydrochloride